BrC1=CC=C(OCCCCNC(OCCCC)=O)C=C1 butyl 4-(4-bromophenoxy)butylcarbamate